Ethyl 3-(2,6-dichloropyridin-3-yl)-3-oxopropanoate ClC1=NC(=CC=C1C(CC(=O)OCC)=O)Cl